13-hydroxytetradecane-5,8-dienoic acid OC(CCCC=CCC=CCCCC(=O)O)C